NC=1C=C(C=C(C1)C(F)(F)F)[C@@H](C)NC1=NC(=NC2=CC(=C(C=C12)O[C@@H]1COCC1)OC)C1CC1 N-((R)-1-(3-amino-5-(trifluoromethyl)phenyl)ethyl)-2-cyclopropyl-7-methoxy-6-(((S)-tetrahydrofuran-3-yl)oxy)quinazolin-4-amine